ethane-1,1-diylbis(4-methylbenzenesulfonate) C(C)(C1=C(C=CC(=C1)C)S(=O)(=O)[O-])C1=C(C=CC(=C1)C)S(=O)(=O)[O-]